4,5-dibromo-2-((2-(trimethylsilyl)ethoxy)methyl)-2H-1,2,3-triazole BrC1=NN(N=C1Br)COCC[Si](C)(C)C